2-(4-tert-butylphenyl)-N-p-toluenesulfonylazetidine C(C)(C)(C)C1=CC=C(C=C1)C1N(CC1)S(=O)(=O)C1=CC=C(C)C=C1